NC1CC(C1)N1CN(C=2C1=C1C(=NC2)NC(=C1C=1C=C2C=NN(C2=CC1)C)C=1C=NN(C1)C)C 1-((1S,3S)-3-Aminocyclobutyl)-3-methyl-8-(1-methyl-1H-indazol-5-yl)-7-(1-methyl-1H-pyrazol-4-yl)-3,6-dihydroimidazo[4,5-d]pyrrolo[2,3-b]pyridin